Potassium ethanethioate C(C)([O-])=S.[K+]